Rac-(1R,2R)-2-methylcyclopropylamine C[C@H]1[C@@H](C1)N |r|